(S)-5-(10-ethyl-l-1-methoxy-1,2,4,4a,5,6-hexahydro-3H,14H-pyrazino[1',2':5,6][1,5]oxazocino[2,3-g]quinolin-3-yl)-N-methylpicolinamide C(C)C=1C=NC2=CC3=C(C=C2C1)OCCC1N(C3)[C@H](CN(C1)C=1C=CC(=NC1)C(=O)NC)OC